C(CCC)OC(=O)N1CCC(=CC1)B1OC(C(O1)(C)C)(C)C butyl-4-(4,4,5,5-tetramethyl-1,3,2-dioxaborolan-2-yl)-3,6-dihydro-2H-pyridine-1-carboxylate